tert-butyl (3R,4R)-4-(aminomethyl)-3-hydroxy-1-piperidinecarboxylate NC[C@@H]1[C@H](CN(CC1)C(=O)OC(C)(C)C)O